2,2,2-Trifluoroethyl methyl-L-tyrosinate hydrochloride Cl.CN[C@@H](CC1=CC=C(C=C1)O)C(=O)OCC(F)(F)F